N-[4-(6-amino-5-chloro-pyrimidin-4-yl)oxy-3-fluoro-phenyl]-1-pyrimidine-2-yl-5-(trifluoromethyl)pyrazole-4-carboxamide NC1=C(C(=NC=N1)OC1=C(C=C(C=C1)NC(=O)C=1C=NN(C1C(F)(F)F)C1=NC=CC=N1)F)Cl